C(CN1C(=NC2=C1C=CC(=C2)C(N)=O)C=2C1=C(SC2C(=O)[O-])C=CC=C1Br)N1C(=NC2=C1C=CC(=C2)C(N)=O)C=2C1=C(SC2C(=O)[O-])C=CC=C1Br 3,3'-(ethane-1,2-diylbis(5-carbamoyl-1H-benzo[d]imidazole-1,2-diyl))bis(4-bromobenzo[b]thiophene-2-carboxylate)